C1=C(C=CC=2CCCCC12)C(=O)O 5,6,7,8-Tetrahydro-2-naphthoic acid